6-(3-(3-(((2-Chloro-[1,1'-biphenyl]-4-yl)methyl)amino)propanamido)propyl)-5,6-dihydroimidazo[1,5-c]quinazoline-8-carboxylic acid ClC1=C(C=CC(=C1)CNCCC(=O)NCCCN1CN2C(C=3C=CC(=CC13)C(=O)O)=CN=C2)C2=CC=CC=C2